3-[5-tert-butoxycarbonyl-6-(3,4-dichlorophenyl)-1-ethyl-2-methyl-4-oxo-3-pyridyl]-4-fluoro-benzoic acid C(C)(C)(C)OC(=O)C=1C(C(=C(N(C1C1=CC(=C(C=C1)Cl)Cl)CC)C)C=1C=C(C(=O)O)C=CC1F)=O